1-tert-butyl-3-cyclopentylcarbodiimide C(C)(C)(C)N=C=NC1CCCC1